3,4,5-Tridodecyloxy-benzoic acid C(CCCCCCCCCCC)OC=1C=C(C(=O)O)C=C(C1OCCCCCCCCCCCC)OCCCCCCCCCCCC